3-(1-(methyl-d3)-1,2,5,6-tetrahydropyridin-3-yl)-4-((perfluorohexyl)oxy)-1,2,5-thiadiazole C(N1CC(=CCC1)C1=NSN=C1OC(C(C(C(C(C(F)(F)F)(F)F)(F)F)(F)F)(F)F)(F)F)([2H])([2H])[2H]